NC=1C=C(C=CC1)N1C(=C(N2N=CC=C21)C(=O)N)C2=CC=C(C=C2)OC2=CC=CC=C2 (3-aminophenyl)-2-(4-phenoxyphenyl)-1H-imidazo[1,2-b]Pyrazole-3-carboxamide